2-(5-bromo-2,3-bis(isobutyryloxy)benzylideneamino)-3-methyl-butanoic acid BrC=1C=C(C(=C(C=NC(C(=O)O)C(C)C)C1)OC(C(C)C)=O)OC(C(C)C)=O